CSCCSCCSCCSCCSCCSCCSCCSCC(=O)O 2,5,8,11,14,17,20,23-octathiapentacosan-25-oic acid